ClC1=C(CNC(=O)[C@@]2(C=3C=CC=NC3[C@@H](CC2)O)F)C=C(C(=C1)F)F (5R,8R)-N-(2-chloro-4,5-difluorobenzyl)-5-fluoro-8-hydroxy-5,6,7,8-tetra-hydroquinoline-5-carboxamide